(4-fluorophenyl) ketone FC1=CC=C(C=C1)C(=O)C1=CC=C(C=C1)F